COC(=O)C1(CN(CCC1)C(=O)OCC1=CC=CC=C1)C(C)O 3-(1-hydroxyethyl)piperidine-1,3-dicarboxylic acid 1-benzyl ester 3-methyl ester